(5-methoxyimidazo[1,2-a]pyridin-2-yl)methylamine COC1=CC=CC=2N1C=C(N2)CN